6-Oxo-1,6-dihydropyridine O=C1C=CC=CN1